3-(2,6-difluoro-3,5-dimethoxyphenyl)-1-(2,3-difluorophenyl)-8-(2-morpholin-4-ylethyl)-1,3,4,7-tetrahydro-2H-pyrrolo[3',2':5,6]pyrido[4,3-d]pyrimidin-2-one FC1=C(C(=C(C=C1OC)OC)F)N1C(N(C2=C(C1)C=NC1=C2C=C(N1)CCN1CCOCC1)C1=C(C(=CC=C1)F)F)=O